N-((S)-4-(azetidin-1-yl)-3,4-dioxo-1-(2-oxopyrrolidin-1-yl)butan-2-yl)-3-((S)-3,3-dimethyl-2-(2,2,2-trifluoroacetamido)butanoyl)-6,6-dimethyl-3-azabicyclo[3.1.0]hexane-2-carboxamide N1(CCC1)C(C([C@H](CN1C(CCC1)=O)NC(=O)C1C2C(C2CN1C([C@H](C(C)(C)C)NC(C(F)(F)F)=O)=O)(C)C)=O)=O